ClC1=C(CN(C2CC3C(CN(C3)C(=O)N3N=CC=C3)C2)C)C=CC=C1 1-(trans-5-((2-chlorobenzyl)(methyl)amino)octahydrocyclopenta[c]pyrrole-2-carbonyl)-1H-pyrazole